[Cl-].CCCCC pentane chloride salt